n-Propyl N-formylanthranilate C(=O)NC=1C(C(=O)OCCC)=CC=CC1